C1(=CC=CC=2OC3=C(C21)C=CC=C3)C=3C(=C(C=CC3)C3=CC=CC=C3)C3=NN=NC(=C3C3=C(C=CC=C3)C3=CC=CC=C3)C3=CC=CC=C3 dibenzofuranyl-[phenyl(biphenylyl)triazinyl]biphenyl